2'-(7,7-dimethyl-1'H,7H-spiro[furo[3,4-b]pyridin-5,4'-piperidin]-1'-yl)-1,3-dihydro-4'H-spiro[indene-2,5'-[1,3]oxazol]-4'-one CC1(OC2(CCN(CC2)C=2OC3(C(N2)=O)CC2=CC=CC=C2C3)C=3C1=NC=CC3)C